FC1=C(OC2=C(C=C(C=C2)C(C)(C)O)C=2C3=C(C(N(C2)C)=O)N(C=C3)S(=O)(=O)C3=CC=C(C=C3)C)C=CC=C1N1CC(C1)N1CCNCC1 4-[2-[2-fluoro-3-(3-piperazin-1-ylazetidin-1-yl)phenoxy]-5-(1-hydroxy-1-methyl-ethyl)phenyl]-6-methyl-1-(p-tolylsulfonyl)pyrrolo[2,3-c]pyridin-7-one